2-acetamido-2-deoxy-D-galacturonamide C(C)(=O)N[C@@H](C=O)[C@@H](O)[C@@H](O)[C@H](O)C(=O)N